C[C@H]1CCOCCCN2N=CC(C3=NN(C=4C=CC(O1)=CC34)C3OCCCC3)=N2 (12S)-12-methyl-18-(oxan-2-yl)-9,13-dioxa-4,5,18,19,22-pentaazatetracyclo[12.5.2.12,5.017,20]docosa-1(19),2(22),3,14(21),15,17(20)-hexaene